2-[(3,4,6,7-tetrahydro-4-oxo-3-phenylthieno[3,2-d]pyrimidine-2-yl)thio]-acetamide O=C1C2=C(N=C(N1C1=CC=CC=C1)SCC(=O)N)CCS2